C(#N)[C@@H](C[C@H]1C(NCCC1)=O)NC(=O)[C@@H]1N([C@@H]2CC([C@H]1CC2)(F)F)C([C@H](C(C)(C)C)NC(C(F)(F)F)=O)=O (1S,3R,4S)-N-[(1R)-1-cyano-2-[(3S)-2-oxo-3-piperidyl]ethyl]-2-[(2S)-3,3-dimethyl-2-[(2,2,2-trifluoroacetyl)amino]butanoyl]-5,5-difluoro-2-azabicyclo[2.2.2]octane-3-carboxamide